BrC=1C=NC(=NC1)C=C1CC2(CN(C2)C(=O)OC(C)(C)C)C1 tert-butyl 6-[(5-bromopyrimidin-2-yl)methylene]-2-azaspiro[3.3]heptane-2-carboxylate